C1(CC1)C=1C(=NC(=NC1)NC1=CC=C(C=C1)N1CCOCC1)OCC1CCC(CC1)NC 5-cyclopropyl-4-(((1R,4R)-4-(methylamino)cyclohexyl)methoxy)-N-(4-morpholinophenyl)pyrimidin-2-amine